tert-butyl 3-(2-(2-(((1r,4r)-4-(2-aminoethoxy)cyclohexyl)oxy)ethoxy)ethoxy)propanoate NCCOC1CCC(CC1)OCCOCCOCCC(=O)OC(C)(C)C